(2-(2,6-dioxopiperidine-3-yl)-1-oxo-isoindoline-4-yl)glycine O=C1NC(CCC1N1C(C2=CC=CC(=C2C1)NCC(=O)O)=O)=O